CC=1NC(=C(N1)C1=CC(=C(C(=C1)F)F)F)C=1C=C2C=CC=NC2=CC1 6-(2-Methyl-4-(3,4,5-trifluorophenyl)-1H-imidazol-5-yl)quinoline